P(=O)(OCCCCC)(OCCCCC)OCCCCC tri-amyl phosphate